1-[(6-{3-azabicyclo[3.1.0]hex-3-yl}-2-bromopyridin-3-yl)methyl]-1H-1,2,3-triazole-4-carboxylic acid ethyl ester C(C)OC(=O)C=1N=NN(C1)CC=1C(=NC(=CC1)N1CC2CC2C1)Br